benzyl glycidate carbonate C(O)(O)=O.C(C1CO1)(=O)OCC1=CC=CC=C1